1-(3-(((6-(3-(2-(4-(((1-acetylazetidin-3-yl)amino)methyl)-3-methoxyphenyl)-3-chloropyridin-4-yl)-2-chlorophenyl)-2-methoxypyridin-3-yl)methyl)amino)azetidin-1-yl)ethan-1-one C(C)(=O)N1CC(C1)NCC1=C(C=C(C=C1)C1=NC=CC(=C1Cl)C=1C(=C(C=CC1)C1=CC=C(C(=N1)OC)CNC1CN(C1)C(C)=O)Cl)OC